N-[4-[[1-(Azetidin-3-ylmethyl)-4-piperidyl]methylcarbamoyl]-3-chlorophenyl]-5-(2,3-difluoro-4-methoxyphenyl)-1-methylimidazol-2-carboxamid N1CC(C1)CN1CCC(CC1)CNC(=O)C1=C(C=C(C=C1)NC(=O)C=1N(C(=CN1)C1=C(C(=C(C=C1)OC)F)F)C)Cl